(R)-(3-(3,5-difluorophenyl)isoxazolidin-2-yl)(1-(5-methyl-1,3,4-oxadiazol-2-yl)piperidin-4-yl)methanone FC=1C=C(C=C(C1)F)[C@@H]1N(OCC1)C(=O)C1CCN(CC1)C=1OC(=NN1)C